CC(C)[C@H]1CN(CCN1)C=1N=NC(=CN1)C1=C(C=C(C=C1)C1=CC=NS1)O 2-{3-[(3S)-3-(propan-2-yl)piperazin-1-yl]-1,2,4-triazin-6-yl}-5-(1,2-thiazol-5-yl)phenol